methyl 3-(difluoromethoxy)-5-(difluoromethyl)benzoate FC(OC=1C=C(C(=O)OC)C=C(C1)C(F)F)F